(2-hydroxy-2-methyl-propyl)-4-(2-methylpyrrolidine-1-carbonyl)thiazole-2-carboxamide OC(CC1=C(N=C(S1)C(=O)N)C(=O)N1C(CCC1)C)(C)C